Cl.CO[C@H]1CNCCC1 (3R)-3-methoxypiperidine hydrochloride